O=C1NN=C(C2=CC=CC=C12)CC=1C=CC(=C(C#N)C1)F 5-[(3,4-dihydro-4-oxo-1-phthalazinyl)methyl]-2-fluorobenzonitrile